FC(C(=O)O)(F)F.N[C@@H]1CN(CC1)CC(=O)N1[C@@H](CCC1)C#N (S)-1-(2-((S)-3-Aminopyrrolidin-1-yl)acetyl)pyrrolidine-2-carbonitrile trifluoroAcetic acid salt